9-Isopropyl-6-methyl-3-pentyl-5a,6,7,8,9,9a-hexahydrodibenzo[b,d]furan-1,6-diol C(C)(C)C1CCC(C2C1C1=C(O2)C=C(C=C1O)CCCCC)(O)C